C(C)(C)(C)OC(=O)N1C(CCC1)C=1C=C(C=C2CCN(CC12)C(=O)[C@@H]1COCC1)Cl 2-(6-chloro-2-((S)-tetrahydrofuran-3-carbonyl)-1,2,3,4-tetrahydroisoquinolin-8-yl)pyrrolidine-1-carboxylic acid tert-butyl ester